NC1(CN(C1)C(=O)OC(C)(C)C)C(=O)OCC 1-tert-butyl 3-ethyl 3-amino-azetidine-1,3-dicarboxylate